3-(4-bromophenyl)(5-(1,2,4-oxadiazolyl)(3-pyridinyl)methanone) BrC1=CC=C(C=C1)C1(CN=CC(=C1)C1=NOC=N1)C=O